CN(C1CN(C1)C=1N=C(C2=C(N1)CN(CC2)C2=CC(=CC1=CC=C(C(=C21)CC)F)OCOC)O)C 2-[3-(dimethylamino)azetidin-1-yl]-7-[8-ethyl-7-fluoro-3-(methoxymethoxy)-1-naphthyl]-6,8-dihydro-5H-pyrido[3,4-d]pyrimidin-4-ol